ClCCCCN1N=CC=C(C1=O)C1=CC=C(C=C1)OC 2-(4-chlorobutyl)-4-(4-methoxyphenyl)-2,3-dihydropyridazin-3-one